C(=O)C1=C2C=CNC2=CC=C1OC=1C=C(C=CC1)C=1NC(=CN1)C(=O)C=1C=C(C=CC1)CCC(=O)OC Methyl 3-(3-(2-(3-((4-formyl-1H-indol-5-yl)oxy)phenyl)-1H-imidazole-5-carbonyl)phenyl)propanoate